4-amino-N-(5-chloro-2-methyl-phenyl)benzamide Dimethyl-2-(5-(trifluoromethyl)pyridin-2-yl)malonate COC(C(C(=O)OC)C1=NC=C(C=C1)C(F)(F)F)=O.NC1=CC=C(C(=O)NC2=C(C=CC(=C2)Cl)C)C=C1